(1R)-1-(3,5-dichloro-2-methyl-4-pyridinyl)ethanol ClC=1C(=NC=C(C1[C@@H](C)O)Cl)C